C(C)C(COC(C=1C(C(=O)O)=CC=CC1)=O)CCCC(=O)O.NC=1C(N=NN1)C1=CC2=C(C3=CC=CC=C3C=C2C=C1)C1N=NN=C1N 2,9-bis(5-amino-4H-1,2,3-triazol-4-yl)anthracene mono-2-ethyl-5-carboxyamyl-phthalate